4-(6-bromopyridin-2-yl)-4-azaspiro[2.4]heptan-5-one BrC1=CC=CC(=N1)N1C2(CC2)CCC1=O